6-(4-(3,4-Difluorophenyl)-1H-imidazol-5-yl)-1-methyl-1H-benzo[d]imidazole FC=1C=C(C=CC1F)C=1N=CNC1C=1C=CC2=C(N(C=N2)C)C1